Cl.Cl.ClC=1C=C(C=CC1OCC1=CC(=CC=C1)F)NC1=NC=NC2=CC=C(C=C12)C=1N=C(SC1)CNCCS(=O)(=O)C N-[3-Chloro-4-[(3-fluorophenyl)methoxy]phenyl]-6-[2-[[[2-(methylsulfonyl)ethyl]amino]methyl]-4-thiazolyl]-4-quinazolinamine dihydrochloride